C1(CC1)C1=CC=2C(=NC=C(N2)CNC(COC2=NC(=NC(=C2)C2=C(C=CC=C2C)C)NS(=O)(=O)C=2C=C(C(=O)O)C=CC2)CCC2(CC2)C)O1 3-[[4-[2-[(6-Cyclopropylfuro[2,3-b]pyrazin-2-yl)methylamino]-4-(1-methylcyclopropyl)butoxy]-6-(2,6-dimethylphenyl)pyrimidin-2-yl]sulfamoyl]benzoic acid